3-(2-Acetyloxy-4,6-dimethylphenyl)-3-methylbutanoic acid 3-(2-(dimethylamino) ethyl)-1H-indol-4-yl ester formate salt C(=O)O.CN(CCC1=CNC2=CC=CC(=C12)OC(CC(C)(C)C1=C(C=C(C=C1C)C)OC(C)=O)=O)C